8-bromo-3-(2-methylhydrazineylidene)-3,4-dihydro-2H-benzo[b][1,4]oxazine BrC1=CC=CC2=C1OCC(N2)=NNC